tridec-2,4,6,11-tetraene CC=CC=CC=CCCCC=CC